C1=CC=CC=2C3=CC=CC=C3C(C12)COC(=O)N[C@H](C(=O)O)CC1=NC=CC(=C1)C(N)=O (S)-2-((((9H-fluoren-9-yl)methoxy)carbonyl)amino)-3-(4-carbamoylpyridin-2-yl)propanoic acid